(S)-2-methyl-7-nitro-2,3-dihydro-[1,4]dioxino[2,3-b]pyridine C[C@@H]1OC=2C(=NC=C(C2)[N+](=O)[O-])OC1